[Br-].NCC[NH3+] (2-aminoethyl)ammonium bromide salt